C(C)(=O)C(C(C)=O)C(C)=O.[V] vanadium diacetylacetone